ClC1=CC=C(C=N1)NC1=NC=CC2=CC(=CC=C12)OCC1=NOC=C1 N-(6-chloropyridin-3-yl)-6-(isoxazol-3-ylmethoxy)isoquinolin-1-amine